N2-Acetyl-N-(21-chloro-3,6,9,12,15-pentaoxahenicos-1-yl)-S-(9-(4-fluorobenzyl)-1-methyl-2,6-dioxo-2,3,6,9-tetrahydro-1H-purin-8-yl)-L-cysteinamide C(C)(=O)N[C@@H](CSC=1N(C=2NC(N(C(C2N1)=O)C)=O)CC1=CC=C(C=C1)F)C(=O)NCCOCCOCCOCCOCCOCCCCCCCl